4-[3-chloro-6-fluoro-2-(2-pyrimidin-5-ylethyl)phenyl]-5-hydroxy-2,6-dimethyl-pyridazin-3-one ClC=1C(=C(C(=CC1)F)C=1C(N(N=C(C1O)C)C)=O)CCC=1C=NC=NC1